norbornylene C12C=CC(CC1)C2